2H-[1,3']bipyridinyl-2'-carbonitrile N1(CC=CC=C1)C=1C(=NC=CC1)C#N